C(C)(C)(C)OC(N[C@H](C(=O)N1[C@@H](C[C@H](C1)O)C(NCC1=CC=C(C=C1)C1=C(N=CS1)C)=O)C(C)(C)C)=O tert-Butyl((S)-1-((2S,4R)-4-hydroxy-2-((4-(4-methylthiazole-5-yl)-benzyl)carbamoyl)pyrrolidin-1-yl)-3,3-dimethyl-1-oxobutan-2-yl)-carbamate